C1=CC2=C3NC(=C2C=C1)O3 epoxyisoindole